FC1=C(CN[C@H]2[C@H](CCCC2)OC=2C=C3CN(C(C3=CC2)=O)C2C(NC(CC2)=O)=O)C=CC(=C1)F 3-(5-(((1S,2R)-2-((2,4-difluorobenzyl)amino)cyclohexyl)oxy)-1-oxoisoindolin-2-yl)piperidine-2,6-dione